FC1=C(CCNS(=O)(=O)C=2C=CC3=C(C(=C(O3)C(=O)O)C)C2)C=CC(=C1)F 5-(N-(2,4-difluorophenethyl)sulfamoyl)-3-methylbenzofuran-2-carboxylic acid